ClCCCNC1=C(C=C(C=C1)S(=O)(=O)N(C1=C(N=CS1)C(=O)O)CC1=CC=C(C=C1)OC)F 5-[[4-(3-chloropropylamino)-3-fluoro-phenyl]sulfonyl-[(4-methoxyphenyl)methyl]amino]thiazole-4-carboxylic acid